NC=1C2=C(N=C(N1)C1=NN(C3=NC=CC=C31)CCC(C(F)(F)F)(F)F)NC(C2(C)C=2SC=C(N2)CC(C(=O)O)(C)C)=S 3-(2-(4-amino-5-methyl-2-(1-(3,3,4,4,4-pentafluorobutyl)-1H-pyrazolo[3,4-b]pyridin-3-yl)-6-thioxo-6,7-dihydro-5H-pyrrolo[2,3-d]pyrimidin-5-yl)thiazol-4-yl)-2,2-dimethylpropanoic acid